C(C)(C)(C)OC(=O)N1C(OC[C@H]1[C@@H](CCCCO)CC(C)C)(C)C.N1(N=CC=C1)C1=CC=C(CN(C=2C=C(CN3CC(NCC3)=O)C=CC2)CC2=CC(=CC=C2)OC)C=C1 |r| 4-(3-((4-(1H-pyrazol-1-yl)benzyl)(3-methoxybenzyl)amino)benzyl)piperazin-2-one racemic-tert-butyl-(4R)-4-[(1S)-5-hydroxy-1-isobutyl-pentyl]-2,2-dimethyl-oxazolidine-3-carboxylate